C(C)SC1=NC(N(C(N1CC1=C(C=C(C(=C1)F)F)F)=O)CC1=NN(C=N1)C([2H])([2H])[2H])=O 6-(ethylsulfanyl)-3-((1-(methyl-d3)-1H-1,2,4-triazol-3-yl)methyl)-1-(2,4,5-trifluorobenzyl)-1,3,5-triazine-2,4(1H,3H)-dione